6-(4,5-dimethylthiophen-2-yl)-2-methoxynicotinic acid CC=1C=C(SC1C)C1=NC(=C(C(=O)O)C=C1)OC